[2-(2,5-dimethylpyrrol-1-yl)-1-methyl-benzimidazol-4-yl]methylamine CC=1N(C(=CC1)C)C1=NC2=C(N1C)C=CC=C2CN